FC(OC1=CC=C(C=C1)NC=1C(C(C1NCC1=NC=C(C=C1)C1=NOC(=N1)C(F)(F)F)=O)=O)(F)F 3-((4-(trifluoromethoxy)phenyl)amino)-4-(((5-(5-(trifluoromethyl)-1,2,4-oxadiazol-3-yl)pyridin-2-yl)methyl)amino)cyclobut-3-ene-1,2-dione